C(=O)O.ClC1=C(CN2CCC(CC2)C(=O)O)C(=CC(=C1)C1CN(C1)C1=C(C=CC=C1Cl)Cl)C 1-(2-chloro-4-(1-(2,6-dichlorophenyl)azetidin-3-yl)-6-methylbenzyl)piperidine-4-carboxylic acid, formic acid salt